Cl.FC=1C(=C2C(=NC1)NC(=N2)C=2C=NN(C2)C)C2CCNCC2 4-[6-fluoro-2-(1-methylpyrazol-4-yl)-3H-imidazo[4,5-b]pyridin-7-yl]piperidine hydrochloride